BrC=1C=C2C(=C(N(C2=CC1)CC)C=1C=C(C=NC1[C@H](C)OC)C1C[C@H]2COC[C@@H](C1)N2C(=O)OC(C)(C)C)CC(CO)(C)C tert-butyl (1R,5S,7s)-7-(5-(5-bromo-1-ethyl-3-(3-hydroxy-2,2-dimethylpropyl)-1H-indol-2-yl)-6-((S)-1-methoxyethyl)pyridin-3-yl)-3-oxa-9-azabicyclo[3.3.1]nonane-9-carboxylate